3-{[1-(acetoxy)-3-hydroxybut-2-yl]carbamoyl}-3-aminopropionic acid C(C)(=O)OCC(C(C)O)NC(=O)C(CC(=O)O)N